C(C)C(C(F)(F)F)N ethyl-2,2,2-trifluoroethan-1-amine